FC1=CC(=CC2=C(C(N=C12)=O)SC)OC 7-fluoro-5-methoxy-3-(methylthio)indol-2-one